C1(=CC=CC=C1)NC1=CC=CC2=C1SC1=C2C=CC=C1 N-phenyl-dibenzo[B,d]thiophen-4-amine